methyl 4-(4-((tert-butyldiphenylsilyl)oxy)piperidin-2-yl)benzoate [Si](C1=CC=CC=C1)(C1=CC=CC=C1)(C(C)(C)C)OC1CC(NCC1)C1=CC=C(C(=O)OC)C=C1